ClC1=CC=C2C(=C(N3C(C2=C1OC1=CC=CC=C1)=NC=N3)C(=O)OC)O Methyl 9-chloro-6-hydroxy-10-phenoxy-[1,2,4]triazolo[5,1-a]isoquinoline-5-carboxylate